C(C)(C)(C)OC(N[C@H](C)C1=C(C=C(C=C1)[N+](=O)[O-])C[S@@](=O)C)=O |r| (±)-((1R,S)-1-(2-((methylsulfinyl)methyl)-4-nitrophenyl)ethyl)carbamic acid tert-butyl ester